C(C)(C)(C)OC(=O)N1CCN(CC1)C=1SC(=NN1)C=1C=NC(=CC1NCC)Cl 4-{5-[6-chloro-4-(ethylamino)pyridin-3-yl]-1,3,4-thiadiazol-2-yl}piperazine-1-carboxylic acid tert-butyl ester